CN1N=C(N=C1)C=1C(=C(C=CC1)NC1=C(N=NC=C1)C(=O)N)SC 4-((3-(1-methyl-1H-1,2,4-triazol-3-yl)-2-(methylthio)phenyl)amino)pyridazine-3-carboxamide